Ethyl 2-[2-[2-[[2-[(6-chloro-2-pyridyl)oxymethyl]-5-cyano-phenyl]methoxy]ethyl]-5-fluoro-4-(4,4,5,5-tetramethyl-1,3,2-dioxaborolan-2-yl)phenyl]acetate ClC1=CC=CC(=N1)OCC1=C(C=C(C=C1)C#N)COCCC1=C(C=C(C(=C1)B1OC(C(O1)(C)C)(C)C)F)CC(=O)OCC